[Si](C)(C)(C(C)(C)C)O[C@@H](COC1=NC=C(C=N1)NC(O[C@H](C)[C@H](C)OC1=CC2=C(N=C(S2)C=2C=C(C=C3C=C(C=NC23)OC)Cl)C=C1F)=O)C (2R,3S)-3-((2-(6-chloro-3-methoxyquinolin-8-yl)-5-fluorobenzo[d]thiazol-6-yl)oxy)butan-2-yl (2-((R)-2-((tert-butyldimethylsilyl)oxy)propoxy)pyrimidin-5-yl)carbamate